5-((2R,5S)-1-(cyclopropylmethyl)-2,5-dimethylpiperazine-4-carbonyl-6,6-dimethyl-1,4,5,6-tetrahydropyrrolo[3,4-c]pyrazol-3-yl)picolinamide C1(CC1)CN1[C@@H](CN([C@H](C1)C)C(=O)N1N=C(C2=C1C(NC2)(C)C)C=2C=CC(=NC2)C(=O)N)C